C(CCCCCCC)=[Si]1O[SiH2]O[SiH2]O[SiH2]O1 octylidenecyclotetrasiloxane